C(C)(C)(C)OC(=O)OC(=O)OC(C)(C)C tert-butoxycarboxylic acid anhydride